CN(C)CC1=C(C=CC(=N1)NC=1C=CC(=C2CNC(C12)=O)C1=CN=C2N1C=CC(=C2)F)N2C[C@@H](OCC2)COC (R)-7-((6-((dimethyl-amino)methyl)-5-(2-(methoxymeth-yl)morpholino)pyridin-2-yl)amino)-4-(7-fluoro-imidazo[1,2-a]pyridin-3-yl)isoindolin-1-one